COC1=CC=C(C=C1)NC(=O)NC1=NC=2C(C=3N1N=C(N3)C=3OC=CC3)=CN(N2)CCC (4-methoxyphenylcarbamoyl)amino-8-propyl-2-(2-furyl)pyrazolo[4,3-e]-1,2,4-triazolo[1,5-c]pyrimidine